4-PHENYL-3,6-DIHYDROPYRIDIN C1(=CC=CC=C1)C=1CC=NCC1